mercapto-acetyl-acetyl-glycyl-glycine SC(N(C(C)=O)C(C)=O)C(=O)NCC(=O)O